5-methyl-3-morpholinothiophene-2-carboxamide CC1=CC(=C(S1)C(=O)N)N1CCOCC1